CN(C1=CC=C(C=C1)NC1=C(C=O)C=CC=C1)C ((4-(dimethylamino)phenyl)amino)benzaldehyde